((3-bromo-6,8-difluoro-2,2-dimethyl-2H-chromen-7-yl)oxy)triisopropylsilane BrC=1C(OC2=C(C(=C(C=C2C1)F)O[Si](C(C)C)(C(C)C)C(C)C)F)(C)C